[Ni].[Co].[V].[Fe] iron vanadium cobalt nickel